(1R,8R,9R,10R,11S,12S,13R,Z)-9-(((R)-tert-butylsulfinyl)amino)-8-methyl-14-oxa-2-thiabicyclo[8.3.1]tetradec-6-en C(C)(C)(C)[S@@](=O)N[C@@H]1[C@@H](\C=C/CCCS[C@@H]2CCC[C@H]1O2)C